CC=1C(=NC=CC1)C=1C(=NC=CC1)C(=O)N1[C@@H]2[C@@H](C[C@H](C1)C2)OC2=NC=C(C=C2)C(F)(F)F (3-methyl-[2,3'-bipyridine]-2'-yl)((1S,4R,6R)-6-((5-(trifluoromethyl)pyridin-2-yl)oxy)-2-azabicyclo[2.2.1]hept-2-yl)methanone